ClC=1C=C(C#N)C=CC1S(=O)(=O)N1C[C@]([C@H](C1)S(=O)(=O)C1=CC=C(C=C1)C(C)C)(CO)O 3-chloro-4-(((3R,4S)-3-hydroxy-3-(hydroxymethyl)-4-((4-isopropylphenyl)sulfonyl)pyrrolidin-1-yl)sulfonyl)benzonitrile